Cl.FC=1C=C2C=CC=NC2=CC1 6-fluoroquinoline hydrochloride